C(C)(C)(C)OC(=O)N1[C@H]2CC(C[C@@H]1CC2)NC(=O)OCC2=CC=CC=C2 (1R,3R,5S)-3-(((benzyloxy)carbonyl)amino)-8-azabicyclo[3.2.1]octane-8-carboxylic acid tert-butyl ester